2-(6-(trifluoromethyl)pyridin-2-yl)ethan-1-amine FC(C1=CC=CC(=N1)CCN)(F)F